4-[5-(4-benzyloxy-5-methyl-2-pent-3-ynyl-pyrazol-3-yl)-4-[(4-methoxyphenyl)methyl]-1,2,4-triazol-3-yl]-N-[(2,4-dimethoxyphenyl)methyl]-1-methyl-pyrazolo[4,3-c]pyridine-6-carboxamide C(C1=CC=CC=C1)OC1=C(N(N=C1C)CCC#CC)C=1N(C(=NN1)C1=NC(=CC2=C1C=NN2C)C(=O)NCC2=C(C=C(C=C2)OC)OC)CC2=CC=C(C=C2)OC